(E)-3-(Benzylthio)-3-[dimethyl(tert-butyl)silyl]-1-phenylprop-2-en-1-one C(C1=CC=CC=C1)S/C(=C/C(=O)C1=CC=CC=C1)/[Si](C(C)(C)C)(C)C